C(C)(C)(C)OC(=O)N1CC(CCC1)(OC(=O)OC1=CC=C(C=C1)[N+](=O)[O-])C 3-methyl-3-[[(4-nitrophenoxy)carbonyl]oxy]piperidine-1-carboxylic acid tert-butyl ester